C(CCNC)NC1=CC=CC=C1 4-azapentanyl-aniline